OC1(CCC1)C1=CC(=C2CNC(C2=C1)=O)C(F)(F)F 6-(1-hydroxycyclobutyl)-4-(trifluoromethyl)isoindolin-1-one